C(C=C)N(CC(CP(=O)(OOCC)OOCC)O)CC=C N,N-Diallyl-N-(2-hydroxy-3-(diethoxyphosphono)propyl)ammonia